C1CCCC(=O)C#CCC1 Cyclononynone